4-hexadecylbenzene-1,2-diol C(CCCCCCCCCCCCCCC)C=1C=C(C(=CC1)O)O